C(C)(C)(C)C1=NOC(=N1)C(=O)N[C@H](C)C1=C(C=C(C=C1)C1=CC(=NC=N1)NC1=CC=C(C=N1)N1[C@H](CN(CC1)C(=O)OC(C)(C)C)C)C tert-butyl (S)-4-(6-((6-(4-((R)-1-(3-(tert-butyl)-1,2,4-oxadiazole-5-carboxamido)ethyl)-3-methylphenyl)pyrimidin-4-yl)amino)pyridin-3-yl)-3-methylpiperazine-1-carboxylate